N4-(5-methyl-1H-pyrazol-3-yl)-N2-((3-exo)-8-(pyridin-3-ylsulfonyl)-8-azabicyclo[3.2.1]octan-3-yl)quinazoline-2,4-diamine CC1=CC(=NN1)NC1=NC(=NC2=CC=CC=C12)NC1CC2CCC(C1)N2S(=O)(=O)C=2C=NC=CC2